ClC=1C=NC=C(C1N1N=CC(=C1C1=CC2(C1)CCN(CC2)C=2SC1=C(N2)C(=CC(=C1)C(=O)O)F)C(F)F)Cl 2-(2-(1-(3,5-dichloropyridin-4-yl)-4-(difluoromethyl)-1H-pyrazol-5-yl)-7-azaspiro[3.5]non-1-en-7-yl)-4-fluorobenzo[d]thiazole-6-carboxylic acid